COC(=O)[C@@H]1C(=C([C@H]1C1=C(C=CC=C1)C)C1=CC=CC=C1)C=O trans-2-formyl-3-phenyl-4-(o-tolyl)cyclobut-2-ene-1-carboxylic acid methyl ester